N1C=CC=2C1=NC=C(C2)OC2=C(C(=O)NS(=O)(=O)C1=CC(=C(C=C1)NC1CCOCC1)[N+](=O)[O-])C=CC(=C2)N2CCN(CC2)CC2=C(CC1(CCC1)CC2)C2=CC=C(C=C2)Cl 2-((1H-pyrrolo[2,3-b]pyridin-5-yl)oxy)-4-(4-((6-(4-chlorophenyl)spiro[3.5]non-6-en-7-yl)methyl)piperazin-1-yl)-N-((3-nitro-4-((tetrahydro-2H-pyran-4-yl)amino)phenyl)sulfonyl)benzamide